CC(C(=O)O)CNCC#C 2-METHYL-3-(PROP-2-YN-1-YLAMINO)PROPANOIC ACID